C(C)(C)(C)OC(=O)N(CCC1=NC(=CC=C1[N+](=O)[O-])OC)CC1=C(C=C(C(=C1)F)F)NC1=C(C(=O)OC)C=C(C=C1)C(F)(F)F methyl 2-((2-(((tert-butoxycarbonyl) (2-(6-methoxy-3-nitropyridin-2-yl) ethyl) amino) methyl)-4,5-difluorophenyl) amino)-5-(trifluoro-methyl)-benzoate